N(=C=O)C1(CC(CCC1)N=C=O)C 1,3-diisocyanato-methylcyclohexane